NC=1N=C(C2=C(N1)C=C(C=N2)C2=CC(NC=C2CN(C)C)=O)N[C@@](CO)(CCCC)C (R)-4-(2-Amino-4-((1-hydroxy-2-methylhexan-2-yl)amino)pyrido[3,2-d]pyrimidin-7-yl)-5-((dimethylamino)methyl)pyridin-2(1H)-one